tert-butyl-4-[(3S)-4-benzyloxycarbonyl-3-(cyanomethyl)piperazin-1-yl]-2-[(1R)-2,2-dimethoxy-1-methyl-ethoxy]-6,8-dihydro-5H-pyrido[3,4-d]pyrimidine-7-carboxylate C(C)(C)(C)OC(=O)N1CC=2N=C(N=C(C2CC1)N1C[C@@H](N(CC1)C(=O)OCC1=CC=CC=C1)CC#N)O[C@@H](C(OC)OC)C